3-bromo-4-phenyl-thiophene BrC1=CSC=C1C1=CC=CC=C1